N(N)C(CN1CC=CC=C1)=O 1-(2-hydrazino-2-oxo-ethyl)pyridine